O[C@H]1CS[C@@H]([C@H]1O)CO (2R,3R,4S,5R)-3,4-dihydroxy-5-(hydroxymethyl)tetrahydrothiophene